(2R,5S)-N-{2-benzyl-2-azaspiro[3.3]heptan-6-yl}-2,5-dimethyl-4-[5-(trifluoromethyl)pyrazin-2-yl]piperazine-1-carboxamide C(C1=CC=CC=C1)N1CC2(C1)CC(C2)NC(=O)N2[C@@H](CN([C@H](C2)C)C2=NC=C(N=C2)C(F)(F)F)C